2-((tetrahydro-2H-pyran-4-yl)methyl)-2,6-diazaspiro[3.3]heptane O1CCC(CC1)CN1CC2(C1)CNC2